tert-butyl 4-(4-(3'-chloro-2-hydroxy-4'-(3-methyl-2-oxopyrrolidin-1-yl)-[1,1'-biphenyl]-3-yl)pyridin-2-yl)piperazine-1-carboxylate ClC=1C=C(C=CC1N1C(C(CC1)C)=O)C1=C(C(=CC=C1)C1=CC(=NC=C1)N1CCN(CC1)C(=O)OC(C)(C)C)O